N12CCN(CC1)CC2 1,4-diaza-bicyclo(2.2.2)octane